5-chloro-6-fluoro-4-iodoisoquinoline ClC1=C2C(=CN=CC2=CC=C1F)I